tert-butyl ({(3S)-3-({N-[(4-methoxy-1H-indol-2-yl)carbonyl]-L-leucyl}amino)-2-oxo-4-[(3S)-2-oxopyrrolidin-3-yl]butyl}oxy)methyl carbonate C(OC(C)(C)C)(OCOCC([C@H](C[C@H]1C(NCC1)=O)NC([C@@H](NC(=O)C=1NC2=CC=CC(=C2C1)OC)CC(C)C)=O)=O)=O